ClC1=NN2C(C(=N1)NC=1N=CN(C1)C=1C=C(C#N)C=C(C1)OC)=CC=C2 3-(4-((2-chloropyrrolo[2,1-f][1,2,4]triazin-4-yl)amino)-1H-imidazol-1-yl)-5-methoxybenzonitrile